5-(tert-butyl)-3-(phenanthr-2-yl)-[1,1'-biphenyl]-2-amine C(C)(C)(C)C1=CC(=C(C(=C1)C1=CC=CC=C1)N)C1=CC=2C=CC3=CC=CC=C3C2C=C1